C/C(/C(C(=O)O)C(=O)O)=C/C (Z)-2-methylbut-2-enedicarboxylic acid